[K].ClC=1C=C2C(C(=O)NC2=O)=CC1 4-chlorophthalimide potassium salt